BrC1=CC=C(OC[C@@H](COCC2(COCC2)O)OS(=O)(=O)C2=CC=C(C=C2)C)C=C1.N1(CCNCC1)CCNCCC[Si](OCC)(OCC)C N-(piperazinylethyl)-3-aminopropyl-methyldiethoxysilane (2R)-1-(4-bromophenoxy)-3-((3-hydroxytetrahydrofuran-3-yl)methoxy)propan-2-yl-4-methylbenzenesulfonate